COC1=CC=C(C=C1)C(C(=O)NC=1SC(=C(C1C(=O)OC)C)C(N)=O)CC methyl 2-(2-(4-methoxyphenyl) butanamido)-5-carbamoyl-4-methylthiophene-3-carboxylate